C(C)OC(=O)C=1NC2=CC=CC=C2C1CCCOC1=CC=CC2=CC=CC=C12 3-{3-[(naphthalen-1-yl)oxy]propyl}-1H-indole-2-carboxylic acid ethyl ester